4-(((2,2,2-trifluoroethyl)amino)methyl)cyclohexan-1-amine FC(CNCC1CCC(CC1)N)(F)F